C(C1=CC=CC=C1)OC(=O)N[C@@H](CC1=CC=C(C=C1)O)C(=O)OC(C)(C)C Tert-butyl ((benzyloxy)carbonyl)-L-tyrosinate